(4R)-4-(4,4-diethyl-2-imino-6-oxotetrahydropyrimidin-1(2H)-yl)-2-ethyl-N-((1R,2R)-2-hydroxy-2,3-dihydro-1H-inden-1-yl)chromane-6-carboxamide C(C)C1(NC(N(C(C1)=O)[C@@H]1CC(OC2=CC=C(C=C12)C(=O)N[C@H]1[C@@H](CC2=CC=CC=C12)O)CC)=N)CC